BrC1=CC=C(C(=N1)NC(=O)[C@H]1N([C@@H]2C[C@@H]2C1)C(=O)OC(C)(C)C)C1CC1 tert-butyl (1R,3S,5R)-3-((6-bromo-3-cyclopropylpyridin-2-yl) carbamoyl)-2-azabicyclo[3.1.0]hexane-2-carboxylate